N2-(6-(4-methylpiperazin-1-yl)pyridin-3-yl)-N4-(3-methyl-2-oxo-2,3-dihydrobenzo[d]oxazol-5-yl)-5-methylpyrimidine-2,4-diamine CN1CCN(CC1)C1=CC=C(C=N1)NC1=NC=C(C(=N1)NC=1C=CC2=C(N(C(O2)=O)C)C1)C